CCCCC(=O)[O-] 4-butyl-carboxylate